methyl (S)-2-(3-(2-hydroxyethyl)-5-methyl-6-oxopyridazin-1(6H)-yl)-4-methylpentanoate OCCC1=NN(C(C(=C1)C)=O)[C@H](C(=O)OC)CC(C)C